6-amino-9-benzyl-N-butyl-N-ethyl-8-oxo-2-(propylsulfonylamino)purine-7-carboxamide NC1=C2N(C(N(C2=NC(=N1)NS(=O)(=O)CCC)CC1=CC=CC=C1)=O)C(=O)N(CC)CCCC